N-{3-[(1-methylpyrazol-3-yl)amino]propyl}-N-(2-phenylethyl)carbamate CN1N=C(C=C1)NCCCN(C([O-])=O)CCC1=CC=CC=C1